(E)-2-[(8-bromo-3-oxo-1H-benzo[e]isoindol-2-yl)methyl]but-2-enenitrile BrC=1C=CC2=C(C=3CN(C(C3C=C2)=O)C/C(/C#N)=C\C)C1